FC=1C=C(C=CC1F)C=1C=C2C(=NC1)NC(N2CC=2C=NC=C(C2)F)=O 6-(3,4-difluorophenyl)-1-[(5-fluoro-3-pyridinyl)methyl]-3H-imidazo[4,5-b]pyridin-2-one